triphenyl-(2-thienylmethyl)phosphonium bromide [Br-].C1(=CC=CC=C1)[P+](CC=1SC=CC1)(C1=CC=CC=C1)C1=CC=CC=C1